[14C](CC(=O)O)(=O)SCCNC(CCNC([C@@H](C(COP(OP(OC[C@@H]1[C@H]([C@H]([C@@H](O1)N1C=NC=2C(N)=NC=NC12)O)OP(=O)(O)O)(=O)O)(=O)O)(C)C)O)=O)=O [14C]malonyl-CoA